FCCCCCCCCCCS(=O)(=O)OCCCCCCCCCCCCCCCCCCCCC heneicosyl fluorodecyl-sulfonate